tert-butyl ((2S)-1-((2-amino-5-((2-oxo-5-(trifluoromethyl)pyrrolidin-3-yl)methyl)phenyl)amino)-3,3-dicyclopropyl-1-oxopropan-2-yl)carbamate NC1=C(C=C(C=C1)CC1C(NC(C1)C(F)(F)F)=O)NC([C@H](C(C1CC1)C1CC1)NC(OC(C)(C)C)=O)=O